5-methyl-N-{3-[(2-phenyl-1,3-oxazole-5-carbonyl)amino]bicyclo[1.1.1]pent-1-yl}pyrazine-2-carboxamide CC=1N=CC(=NC1)C(=O)NC12CC(C1)(C2)NC(=O)C2=CN=C(O2)C2=CC=CC=C2